(R)-N1-(6-amino-5-cyclopropylpyridin-3-yl)-N2-(1-cyclopropyl-2-methoxyethyl)-N2-((5-(trifluoromethyl)pyridin-2-yl)methyl)oxalamide NC1=C(C=C(C=N1)NC(C(=O)N(CC1=NC=C(C=C1)C(F)(F)F)[C@@H](COC)C1CC1)=O)C1CC1